1-[1-(cyanomethyl)-4-[(3-fluorophenyl)methylamino]cyclohexyl]-3-(cyclopropanecarbonylamino)pyrazole-4-carboxamide C(#N)CC1(CCC(CC1)NCC1=CC(=CC=C1)F)N1N=C(C(=C1)C(=O)N)NC(=O)C1CC1